CC1(CC=NN1)C 5,5-dimethyl-4,5-dihydropyrazole